5-bromo-2-{4-(isoquinolin-4-yl)phenylazo}aniline BrC=1C=CC(=C(N)C1)N=NC1=CC=C(C=C1)C1=CN=CC2=CC=CC=C12